1-(2-(methylthio)-4-((3-oxo-3,4-dihydropyrido[2,3-b]pyrazin-8-yl)oxy)phenyl)-3-(5-phenyl-1,3,4-thiadiazol-2-yl)urea CSC1=C(C=CC(=C1)OC1=CC=NC=2NC(C=NC21)=O)NC(=O)NC=2SC(=NN2)C2=CC=CC=C2